5-((3-(Difluoromethoxy)pyrazin-2-yl)methyl)-7-(4-(2-fluoro-6-methylphenyl)piperazin-1-yl)-3-methylpyrido[2,3-b]pyrazin-6(5H)-one FC(OC=1C(=NC=CN1)CN1C(C(=CC=2C1=NC(=CN2)C)N2CCN(CC2)C2=C(C=CC=C2C)F)=O)F